6-(2-aminospiro[3.5]non-6-en-7-yl)-5-(4-methoxyphenyl)-7-methyl-7H-pyrrolo[2,3-d]pyrimidin-4-amine NC1CC2(C1)CC=C(CC2)C2=C(C1=C(N=CN=C1N)N2C)C2=CC=C(C=C2)OC